C1(CC1)S(=O)(=O)N1N=CC(=C1)C1=NC=CC(=N1)NC1=NC=C(C(=C1)N1CCC(CC1)O)C#CC=1C=NN(C1)C1C(C1)(F)F 1-(2-((2-(1-(Cyclopropylsulfonyl)-1H-pyrazol-4-yl)pyrimidin-4-yl)amino)-5-((1-(2,2-difluorocyclopropyl)-1H-pyrazol-4-yl)ethynyl)pyridin-4-yl)piperidin-4-ol